3-acetylamino-N-(((2S,5R)-6-hydroxy-7-oxo-1,6-diazabicyclo[3.2.1]oct-2-yl)(imino)methyl)propionamide C(C)(=O)NCCC(=O)NC(=N)[C@H]1N2C(N([C@H](CC1)C2)O)=O